1-[(4-{[(3aR,6aS)-5-methyl-octa-hydropyrrolo[3,4-c]pyrrol-2-yl]methyl}-2-methoxyphenyl)methyl]-N7-butyl-1H-pyrazolo[4,3-d]pyrimidine-5,7-diamine CN1C[C@@H]2[C@H](C1)CN(C2)CC2=CC(=C(C=C2)CN2N=CC=1N=C(N=C(C12)NCCCC)N)OC